Cl\C(=C\C)\F E-1-chloro-1-fluoro-1-propene